CN1N=CC2=CC=C(C=C12)C1(CC1)S(=O)(=O)N (1-methyl-1H-indazol-6-yl)cyclopropanesulfonamide